BrC=1C=C(C(=NC1)[N+](=O)[O-])OC(C)C1=C(C=CC(=C1)F)N1N=C(C=C1C(=O)C1=NN(C(=C1)C#N)C)C 3-(1-(2-(1-((5-bromo-2-nitropyridin-3-yl)oxy)ethyl)-4-fluorophenyl)-3-methyl-1H-pyrazole-5-carbonyl)-1-methyl-1H-pyrazole-5-carbonitrile